3-bromo-1-[4-(trifluoromethyl)phenyl]-5-vinyl-pyrazole BrC1=NN(C(=C1)C=C)C1=CC=C(C=C1)C(F)(F)F